3-(3-Chloropyrazolo[1,5-a]pyridin-5-yl)-2-(5-fluoropyridin-2-yl)-6,6-dimethyl-6,7-dihydro-4H-pyrazolo[5,1-c][1,4]oxazine ClC=1C=NN2C1C=C(C=C2)C=2C(=NN1C2COC(C1)(C)C)C1=NC=C(C=C1)F